1-(2-fluorophenyl)cyclopropane-1-carbonitrile FC1=C(C=CC=C1)C1(CC1)C#N